2-[(2,6-difluoro-4-pyridyl)-(2-methoxyacetyl)amino]-N-(2,2-dimethylcyclobutyl)-5-methyl-thiazole-4-carboxamide FC1=NC(=CC(=C1)N(C=1SC(=C(N1)C(=O)NC1C(CC1)(C)C)C)C(COC)=O)F